tert-butyl 4-(((2S)-4-(isothiazol-4-yl)-2-(4-(methoxycarbonyl) phenyl) piperidin-1-yl) methyl)-5-methoxy-7-methyl-1H-indole-1-carboxylate S1N=CC(=C1)C1C[C@H](N(CC1)CC1=C2C=CN(C2=C(C=C1OC)C)C(=O)OC(C)(C)C)C1=CC=C(C=C1)C(=O)OC